4'-amino-N-isopentyl-3'-nitro-[1,1'-biphenyl]-4-carboxamide NC1=C(C=C(C=C1)C1=CC=C(C=C1)C(=O)NCCC(C)C)[N+](=O)[O-]